C1(=CC=CC=C1)S(=O)(=O)O.N1=CN=C2NC=NC2=C1N[C@@H](CC)C=1OC2=CC=CC=C2C(C1C1=CC(=CC=C1)F)=O (S)-2-(1-(9H-purin-6-ylamino)propyl)-3-(3-fluorophenyl)-4H-chromen-4-one benzenesulfonate salt